CC=1N=C2N(N=C(C=C2C)C=2N=C3N(C(C2)=O)C=C(C=C3)N3C[C@@H](N[C@@H](C3)C)C)C1 2-(2,8-Dimethylimidazo[1,2-b]pyridazin-6-yl)-7-((3S,5R)-3,5-dimethylpiperazin-1-yl)-4H-pyrido[1,2-a]pyrimidin-4-one